1-({1-[2-(2,6-dioxopiperidin-3-yl)-1,3-dioxoisoindol-4-yl]pyrrolidin-3-yl}methyl)azetidine-3-carboxylic acid O=C1NC(CCC1N1C(C2=CC=CC(=C2C1=O)N1CC(CC1)CN1CC(C1)C(=O)O)=O)=O